1,2,4-triazole-carboxamide N1N=C(N=C1)C(=O)N